ClC1=CC(=C(C=C1)N(S(=O)(=O)C=1C=CC2=C(C(=C(O2)C(=O)O)C)C1)CC)CN(C(=O)N(C)C)CC=1OC=CC1 5-(N-(4-chloro-2-((N-(furan-2-ylmethyl)-3,3-dimethylureido)methyl)phenyl)-N-ethylsulfamoyl)-3-methylbenzofuran-2-carboxylic acid